O1CC(CC1)OC1=CC=C(C=C1)NC1=NC2=CC=CC=C2C=N1 2-((4-((tetrahydrofuran-3-yl)oxy)phenyl)amino)quinazolin